C(C)(C)C1=CC=C(C=C1)C(O)(C1=CC(=CC=C1)C1=NC(=NO1)C1(CCOCC1)C)C1(CNC1)C (4-isopropylphenyl)(3-methylazetidin-3-yl)(3-(3-(4-methyltetrahydro-2H-pyran-4-yl)-1,2,4-oxadiazol-5-yl)phenyl)methanol